N-[2-amino-5-(4-fluorophenyl)phenyl]-4-[(6-methyl-3-pyridyl)sulfonyl]benzoyl-amide NC1=C(C=C(C=C1)C1=CC=C(C=C1)F)[N-]C(C1=CC=C(C=C1)S(=O)(=O)C=1C=NC(=CC1)C)=O